C(C=C)(=O)N1[C@H](CN(CC1)C=1C2=C(N=C(N1)OC[C@H]1N(C[C@@H](C1)F)C)C(=CN2C)CC2=CC(=CC1=CC=CC=C21)O)CC#N ((S)-1-propenoyl-4-(2-(((2S,4R)-4-fluoro-1-methylpyrrolidin-2-yl)methoxy)-7-((3-hydroxynaphthalen-1-yl)methyl)-5-methyl-5H-pyrrolo[3,2-d]pyrimidin-4-yl)piperazin-2-yl)acetonitrile